N[C@@H]1CC[C@H](OC1)C(=O)N1CC(C1)OC1=CC=C(C=C1)Cl ((2S,5R)-5-Aminotetrahydro-2H-pyran-2-yl)(3-(4-chlorophenoxy)azetidin-1-yl)methanone